2-(2,6-dioxopiperidin-3-yl)-5-(4-((4-(2-(4-(6-(5-isopropoxy-1H-indazol-3-yl)pyrimidin-4-yl)piperazin-1-yl)ethyl)piperazin-1-yl)methyl)piperidin-1-yl)isoindoline-1,3-dione O=C1NC(CCC1N1C(C2=CC=C(C=C2C1=O)N1CCC(CC1)CN1CCN(CC1)CCN1CCN(CC1)C1=NC=NC(=C1)C1=NNC2=CC=C(C=C12)OC(C)C)=O)=O